[Si](C1=CC=CC=C1)(C1=CC=CC=C1)(C(C)(C)C)OC(C(=O)OC)C1=CC(=CC=C1)N1CCN(CC1)C Methyl 2-((tert-butyldiphenylsilyl)oxy)-2-(3-(4-methylpiperazin-1-yl)phenyl)acetate